ClC=1C2=C(N=CN1)N(C=C2)[C@H]2[C@@H]([C@@]([C@H](O2)COC2=CC=C1C=CC(=NC1=C2)Cl)(O)C#C)O (2R,3S,4R,5R)-5-(4-chloro-7H-pyrrolo[2,3-d]pyrimidin-7-yl)-2-(((2-chloroquinolin-7-yl)oxy)methyl)-3-ethynyltetrahydrofuran-3,4-diol